BrC1=CC(=C2C(NN=C(C2=C1)C(=O)OC)=O)Cl methyl 7-bromo-5-chloro-4-oxo-3,4-dihydrophthalazine-1-carboxylate